N[C@@H]1[C@@H](C[C@H]2CN(C[C@H]21)C(=O)C=2SC(=CC2)C)F [(3aS,4S,5R,6aR)-4-amino-5-fluoro-3,3a,4,5,6,6a-hexahydro-1H-cyclopenta[c]pyrrol-2-yl]-(5-methyl-2-thienyl)methanone